C1=2C=C(C=CC2CC1)CC(=O)O 2-(bicyclo[4.2.0]oct-1(6),2,4-triene-3-yl)acetic acid